FC1(CN(CC1)C1=NC=CC(=C1N)C1=CC=NN1)F 2-(3,3-difluoropyrrolidin-1-yl)-4-(1H-pyrazol-5-yl)pyridin-3-amine